BrC(C(=O)OC(CCC)CCCCCC)CC 4-decyl bromobutyrate